C(C1=CC=CC=C1)OC1=C(C=C2C(=NN=C(C2=C1)N[C@H](C)C=1C(=C(C#N)C=CC1)C)C)OC (R)-3-(1-((7-(benzyloxy)-6-methoxy-4-methylphthalazin-1-yl)amino)ethyl)-2-methylbenzonitrile